1-(4-chloro-2-fluoro-3-(3-(piperazin-1-yl)quinoxaline-6-carbonyl)phenyl)-3-(3-fluorophenyl)urea ClC1=C(C(=C(C=C1)NC(=O)NC1=CC(=CC=C1)F)F)C(=O)C=1C=C2N=C(C=NC2=CC1)N1CCNCC1